1-(trans-4-((5-cyano-4-(oxetan-3-ylamino)pyrimidin-2-yl)amino)cyclohexyl)-1-(5-(2-methoxypyrimidin-5-yl)pyridin-2-yl)-3-(pyridin-2-ylmethyl)urea C(#N)C=1C(=NC(=NC1)N[C@@H]1CC[C@H](CC1)N(C(=O)NCC1=NC=CC=C1)C1=NC=C(C=C1)C=1C=NC(=NC1)OC)NC1COC1